1-(4-bromophenyl)cyclopropane-1-carboxylic acid methyl ester COC(=O)C1(CC1)C1=CC=C(C=C1)Br